NC1=CC=C(C=C1)C1=CC(=CC(=C1)C1=CC=CC=C1)C1=CC=C(C=C1)N 1,3-bis(4'-aminophenyl)-5-phenylbenzene